3-(4-hydroxy-3,5-di-tert-butyl-phenyl)propionic acid OC1=C(C=C(C=C1C(C)(C)C)CCC(=O)O)C(C)(C)C